C1(=CC=CC=C1)C(C)OC(CCC)=O butyric acid-1-Phenylethyl ester